CCCCCCCCCNS(=O)(=O)[O-] The molecule is an organic sulfamate oxoanion that is the conjugate base of nonylsulfamic acid. It has been isolated from Daphnia pulex and has been shown to cause morphological changes in the green alga Scenedesmus gutwinskii. It has a role as a kairomone and a Daphnia pulex metabolite. It is a conjugate base of a nonylsulfamic acid.